4-(5-bromo-2-methoxy-4-methylbenzoyl)piperazine-1-carboxylic acid tert-butyl ester C(C)(C)(C)OC(=O)N1CCN(CC1)C(C1=C(C=C(C(=C1)Br)C)OC)=O